6-[(1-methyl-4-nitro-1H-imidazol-5-yl)thio]-1H-purine CN1C=NC(=C1SC1=C2N=CN=C2N=CN1)[N+](=O)[O-]